potassium vinylmalonate C(=C)C(C(=O)[O-])C(=O)[O-].[K+].[K+]